(5-(2-(3-(methoxymethyl)azetidin-1-yl)ethyl)-2-oxo-4-(trifluoromethyl)pyridin-1(2H)-yl)-4-methylpentanoic acid COCC1CN(C1)CCC=1C(=CC(N(C1)C(C(=O)O)CC(C)C)=O)C(F)(F)F